BrC1=C(C=CC=C1)C1(OCCC1)C#N 2-(2-bromophenyl)tetrahydrofuran-2-carbonitrile